tolylenediethylene chloride CC1=C(C=C(C=C1)CCCl)CCCl